C12NCC(C(C1)OC=1C=C(C(=O)N[C@H](C)C=3C=NC(=NC3)C(F)(F)F)C=C(C1)C=1SC(=CN1)C)C2 3-(2-azabicyclo[2.2.1]heptan-5-yloxy)-5-(5-methylthiazol-2-yl)-N-[(1R)-1-[2-(trifluoromethyl)pyrimidin-5-yl]ethyl]benzamide